ethyl 6-bromo-4-oxo-3,4-dihydropyrrolo[2,1-f][1,2,4]triazine-2-carboxylate BrC=1C=C2C(NC(=NN2C1)C(=O)OCC)=O